anti-4-decenal C(CCC=CCCCCC)=O